4'-(5-chlorobenzo[d]oxazol-2-yl)-[1,1'-biphenyl]-4-amine ClC=1C=CC2=C(N=C(O2)C2=CC=C(C=C2)C2=CC=C(C=C2)N)C1